3-(benzyloxy)-5-(trifluoromethyl)pyridine (S)-cyclopropylmethyl-2-((tert-butoxycarbonyl)amino)-4-methylpentanoate C1(CC1)COC([C@H](CC(C)C)NC(=O)OC(C)(C)C)=O.C(C1=CC=CC=C1)OC=1C=NC=C(C1)C(F)(F)F